3-{[Dimethyl(phenyl)silyl]methyl}-N-(quinolin-8-yl)oct-7-enamide C[Si](C1=CC=CC=C1)(C)CC(CC(=O)NC=1C=CC=C2C=CC=NC12)CCCC=C